(7R,14R)-1-chloro-11-(2-(3-hydroxy-3-methylazetidin-1-yl)pyrimidin-5-yl)-6-(methyl-d3)-6,7-dihydro-7,14-methanobenzo[f]benzo[4,5]imidazo[1,2-a][1,4]diazocin-5(14H)-one ClC1=CC=CC=2C(N([C@H]3C=4N([C@@H](C21)C3)C3=C(N4)C=CC(=C3)C=3C=NC(=NC3)N3CC(C3)(C)O)C([2H])([2H])[2H])=O